C(C=C)(=O)OOC(C(=C)C)=O methacryloyloxy acrylate